bis(4-aminophenoxy)cyclohexyne bis(2-(dodecyldisulfanyl)ethyl)3,3'-((3-methyl-9-oxo-10-oxa-l-3,14-dithia-3,6-diazahexacosyl)azanediyl)dipropionate C(CCCCCCCCCCC)SSCCOC(CCN(CCC(=O)OCCSSCCCCCCCCCCCC)CCS(CCNCCC(OCCCSCCCCCCCCCCCC)=O)C)=O.NC1=CC=C(OC2(C#CCCC2)OC2=CC=C(C=C2)N)C=C1